FC1=C(O[C@H](C#N)C)C=CC(=C1F)C1=CN=C2N1C=CN=C2NC2=CC(=C(C=C2)C(=O)N2CCN(CC2)C(=O)[C@H]2NC[C@@](C2)(C)O)C (2S)-2-[2,3-difluoro-4-[8-[4-[4-[(2S,4S)-4-hydroxy-4-methylpyrrolidine-2-carbonyl]piperazine-1-carbonyl]-3-methylanilino]imidazo[1,2-a]pyrazin-3-yl]phenoxy]propanenitrile